D,L-threoninehydroxamate N[C@@H]([C@H](O)C)C(=O)N[O-] |r|